S(N)(=O)(=O)C1=CC=C(C=C1)OB(O)O (4-sulfamoyl-phenyl)boric acid